{3-[4-(Tert-Butoxycarbonyl)piperazin-1-yl]phenyl}acetic acid C(C)(C)(C)OC(=O)N1CCN(CC1)C=1C=C(C=CC1)CC(=O)O